(7-methylimidazo[1,2-a]pyridin-3-yl)methanone CC1=CC=2N(C=C1)C(=CN2)C=O